6-(4-((5-isopropyl-6-oxo-1,6-dihydropyridazin-3-yl)oxy)piperidin-1-yl)-2-methyl-1,2,4-triazine C(C)(C)C1=CC(=NNC1=O)OC1CCN(CC1)C1=CN=CN(N1)C